6-tert-butyl-9-[2-(4-ethylpiperazin-1-yl)pyrimidin-5-yl]-10-methoxy-2-oxo-6,7-dihydro-2H-pyrido[2,1-a]isoquinoline-3-carboxylic acid C(C)(C)(C)C1N2C(C3=CC(=C(C=C3C1)C=1C=NC(=NC1)N1CCN(CC1)CC)OC)=CC(C(=C2)C(=O)O)=O